O=C1NC(CCC1N1C(C2=CC=CC(=C2C1=O)NCCCCCCNC(C1=CC=C(C(=O)NC2=CC3=C(NC(=N3)CN3[C@H](CCC3)C)C=C2)C=C1)=O)=O)=O N1-(6-((2-(2,6-dioxopiperidin-3-yl)-1,3-dioxoisoindolin-4-yl)amino)hexyl)-N4-(2-(((S)-2-methylpyrrolidin-1-yl)methyl)-1H-benzo[d]imidazol-5-yl)terephthalamide